(4-(1H-pyrazol-1-yl)phenyl)carbazone N1(N=CC=C1)C1=CC=C(C=C1)NNC(=O)N=N